NC(COCCO)(C)C 2-(2-amino-2-methylpropoxy)ethanol